O1CC12CCCC2 1-oxaspiro[2.4]heptane